C1(=CC=CC=C1)CS(=O)(=O)NC1=CC=C(C=C1)C1=NNC(=C1C(=O)N)NC1=NC=CN=C1 3-(4-((phenylmethyl)sulfonamido)phenyl)-5-(pyrazin-2-ylamino)-1H-pyrazole-4-carboxamide